4-bromo-1-methyl-6-(tetrahydro-2H-pyran-4-yl)pyrido[3,4-d]pyridazin-7(6H)-one BrC1=NN=C(C=2C1=CN(C(C2)=O)C2CCOCC2)C